C(C1=CC=CC=C1)N1C=2C=CC=CC2C=2C1=NC=1CCCCC1C2N 6-benzyl-2,3,4,6-tetrahydro-1H-indolo[2,3-b]quinolin-11-amine